COC(=O)C1=C(C=2C=3N(C(=NC2N1CCN1CCN(CCC1)C1=C(C=CC(=C1)C=1OC=CN1)F)N)N=C(N3)C3=NC=CC=C3)C 5-amino-7-(2-(4-(2-fluoro-5-(oxazol-2-yl)phenyl)-1,4-diazepan-1-yl)ethyl)-9-methyl-2-(pyridin-2-yl)-7H-pyrrolo[3,2-e][1,2,4]Triazolo[1,5-c]Pyrimidine-8-carboxylic acid methyl ester